O=C1N(CC2=CC(=CC=C12)O[C@H]1[C@@H](CCCC1)N1CC(C1)C1=NC=C(C=C1)C(F)(F)F)C1C(NC(CC1)=O)=O 3-(1-oxo-5-(((1R,2R)-2-(3-(5-(trifluoromethyl)pyridin-2-yl)azetidin-1-yl)cyclohexyl)-oxy)isoindolin-2-yl)piperidine-2,6-dione